C12(CCC(CC1)CC2)N2N=C1C=CC(=C(C1=C2)Br)[N+](=O)[O-] 2-(bicyclo[2.2.2]oct-1-yl)-4-bromo-5-nitro-2H-indazole